1,2,3,3-tetramethyl-3H-indol-1-ium iodide [I-].C[N+]1=C(C(C2=CC=CC=C12)(C)C)C